C(C)OC(=O)C1N(C(CC1)=O)C 1-methyl-5-oxopyrrolidine-2-carboxylic acid ethyl ester